Cl.Cl.N1C=NC(=C1)C1=NC2=C(N1)C=CC(=C2)C(=N)N 2-(1H-imidazol-4-yl)-1H-benzo[d]imidazole-5-carboxamidine dihydrochloride